OC=1C=C(C=C2C(=NN(C(C12)=O)CC(=O)OCC)C(C)C)C(F)(F)F ethyl 2-(8-hydroxy-4-isopropyl-1-oxo-6-(trifluoromethyl)phthalazin-2(1H)-yl)acetate